1-(3-(3-Isopropyl-2-(8-methoxy-[1,2,4]triazolo[1,5-a]pyridin-6-yl)-1H-indol-5-yl)piperidin-1-yl)-2-methylpropan-2-ol C(C)(C)C1=C(NC2=CC=C(C=C12)C1CN(CCC1)CC(C)(O)C)C=1C=C(C=2N(C1)N=CN2)OC